C1(=CC=CC=C1)C(CC#CC1=CC=C(C=C1)C)O 1-phenyl-4-(4'-methylphenyl)-3-butyn-1-ol